O=C1N(C=CC=2CC[C@@H]([C@@H](C12)CC1=NC(=CC=C1)C1=CC=CC=C1)NS(=O)(=O)C)C(C)C |r| rac-N-[(7S,8R)-1-oxo-8-[(6-phenylpyridin-2-yl)methyl]-2-(propan-2-yl)-1,2,5,6,7,8-hexahydroisoquinolin-7-yl]methanesulfonamide